C(C1=CC=CC=C1)OC(=O)[C@H]1NC[C@H](C1)C1=CC=C(C=C1)F (2S,4R)-4-(4-fluorophenyl)pyrrolidine-2-carboxylic acid benzyl ester